C(C)(C)C=1N=NC(=NN1)C(=C)C 3-isopropyl-6-(1-propen-2-yl)-1,2,4,5-tetrazine